1-Boc-2,3-dihydropyrrole C(=O)(OC(C)(C)C)N1CCC=C1